C(C)C(C(C(C(F)(F)F)(F)F)(F)F)(F)F 1-ethyl-nonafluorobutane